5-(4-Fluorobenzyl)-2-thioxodihydropyrimidine-4,6(1H,5H)-dione FC1=CC=C(CC2C(NC(NC2=O)=S)=O)C=C1